N1=CC(=CC=C1)C1=NN(C=C1N)COCC[Si](C)(C)C 3-(pyridin-3-yl)-1-((2-(trimethylsilyl)ethoxy)methyl)-1H-pyrazol-4-amine